CC1(C(C1)C1CCCCC1)C1CCCCC1 1-methyl-1,2-dicyclohexylcyclopropane